ClC=1C(=C(C=CC1)NC1=NC=NC2=CC(=C(C=C12)NC(CC)=O)C#C[C@@]1(CN(CC1)C)C)F (R)-N-(4-((3-chloro-2-fluorophenyl)amino)-7-((1,3-dimethylpyrrolidin-3-yl)ethynyl)quinazolin-6-yl)propionamide